1-(2-(2-(2-fluorophenyl)acetyl)-2-azaspiro[3.3]heptan-6-yl)-3-(4-methoxybenzyl)urea FC1=C(C=CC=C1)CC(=O)N1CC2(C1)CC(C2)NC(=O)NCC2=CC=C(C=C2)OC